DL-(+-)-4'-(beta-methylpentyl)-3,5-difluoroterphenyl isothiocyanate [N-]=C=S.C[C@@H](CC=1C=C(C(=CC1)C1=CC(=CC(=C1)F)F)C1=CC=CC=C1)CCC |r|